C(C)(C)N1OC([C@H]2[C@H]1[C@H](C[C@@](C2)(C)C2=NC(=CC=C2)OC)C)(C)C |r| rac-(3aR,5R,7S,7aR)-1-isopropyl-5-(6-methoxypyridin-2-yl)-3,3,5,7-tetra-methyloctahydrobenzo[c]isoxazole